C(C(C)C)C1=NN(C=2C1=NC=CC2)C2=CC=C(C=C2)OC(F)(F)F 3-isobutyl-1-(4-(trifluoromethoxy)phenyl)-1H-pyrazolo[4,3-b]pyridine